2,2,6,6-tetrakis(trideuteriomethyl)piperidin-4-one [2H]C(C1(NC(CC(C1)=O)(C([2H])([2H])[2H])C([2H])([2H])[2H])C([2H])([2H])[2H])([2H])[2H]